2-(3-(2-chloro-3-(9-(2-methoxy-5-methylbenzyl)-6-(1-methylcyclopropoxy)-9H-purin-8-yl)phenoxy)propoxy)acetic acid ClC1=C(OCCCOCC(=O)O)C=CC=C1C=1N(C2=NC=NC(=C2N1)OC1(CC1)C)CC1=C(C=CC(=C1)C)OC